N-(5-bromo-4-(2-(dimethylamino)ethoxy)pyridin-2-yl)-6-(2-methoxy-4-(5-methyl-1,2,4-oxadiazol-3-yl)phenyl)nicotinamide BrC=1C(=CC(=NC1)NC(C1=CN=C(C=C1)C1=C(C=C(C=C1)C1=NOC(=N1)C)OC)=O)OCCN(C)C